ethyl-3-oxetanylmethyl methacrylate C(C(=C)C)(=O)OC(C1COC1)CC